(3,5-difluoro-phenyl)-N'-isopropyl-6-(4-trifluoromethyl-pyrimidin-2-yl)-[1,3,5]triazine-2,4-diamine FC=1C=C(C=C(C1)F)NC1=NC(=NC(=N1)NC(C)C)C1=NC=CC(=N1)C(F)(F)F